1-(4-fluoro-2-methylphenyl)-3-(2-((2-hydroxy-ethyl)amino)-6-methoxypyridin-3-yl)-7-(trifluoromethyl)-2,3-dihydroquinazolin-4(1H)-one FC1=CC(=C(C=C1)N1CN(C(C2=CC=C(C=C12)C(F)(F)F)=O)C=1C(=NC(=CC1)OC)NCCO)C